(S)-2-((2-(4-cyanophenyl)-3,3,3-trifluoropropyl)amino)-N-(5-(1-methyl-1H-pyrazol-4-yl)pyridin-2-yl)-2-phenylacetamide C(#N)C1=CC=C(C=C1)C(CN[C@H](C(=O)NC1=NC=C(C=C1)C=1C=NN(C1)C)C1=CC=CC=C1)C(F)(F)F